COC1=C(C(=CC=C1)OC)N1C(=NC=2C1=NC(=CN2)NCC2=CC=C(C=C2)OC)C2=NC(=CC=C2)OCC 1-(2,6-dimethoxyphenyl)-2-(6-ethoxypyridin-2-yl)-N-(4-methoxybenzyl)-1H-imidazo[4,5-b]pyrazin-6-amine